[2,4-Difluoro-5-(7-morpholin-4-yl-quinazolin-4-yl)-phenyl]-(4-methoxyphenyl)-methanol FC1=C(C=C(C(=C1)F)C1=NC=NC2=CC(=CC=C12)N1CCOCC1)C(O)C1=CC=C(C=C1)OC